2-amino-1,3-benzothiazole-5-ol NC=1SC2=C(N1)C=C(C=C2)O